O1C2=C(OCC1)C(=CC=C2)CN (2,3-Dihydrobenzo[b][1,4]dioxin-5-yl)methanamine